5-(3-fluoro-4-((4-methylpyrimidin-2-yl)oxy)phenyl)-N-(1-methyl-1H-pyrazol-4-yl)-4-(3-Nitrophenyl)pyrimidin-2-amine FC=1C=C(C=CC1OC1=NC=CC(=N1)C)C=1C(=NC(=NC1)NC=1C=NN(C1)C)C1=CC(=CC=C1)[N+](=O)[O-]